tert-butyl ((1R,5S,6s)-3-(2-(((E)-((Z)-2'-oxo-[2,3'-biindolinylidene]-3-ylidene)amino)oxy)ethyl)-3-azabicyclo[3.1.0]hexan-6-yl)carbamate O=C\1NC2=CC=CC=C2/C1=C\1/NC2=CC=CC=C2/C1=N\OCCN1C[C@@H]2C([C@@H]2C1)NC(OC(C)(C)C)=O